BrC1=C(C=C2N=CC=3N(C(N4[C@H](COC1=C2C34)C)=O)C)F (S)-7-bromo-6-fluoro-2,10-dimethyl-9,10-dihydro-8-oxa-2,4,10a-triazanaphtho[2,1,8-cde]azulen-1(2H)-one